NC1=NC(=C(C(=N1)Cl)C=O)N1CCCCC1 2-AMINO-4-CHLORO-6-PIPERIDINO-5-PYRIMIDINECARBALDEHYDE